2-(4-methylpiperazin-1-yl)-N-[4-(7-morpholinoquinazolin-5-yl)oxycyclohexyl]Pyrimidin-4-amine CN1CCN(CC1)C1=NC=CC(=N1)NC1CCC(CC1)OC1=C2C=NC=NC2=CC(=C1)N1CCOCC1